1-(2-hydroxybutyl)-3-(3-(2-methoxyphenyl)-2-phenylquinolin-6-yl)urea OC(CNC(=O)NC=1C=C2C=C(C(=NC2=CC1)C1=CC=CC=C1)C1=C(C=CC=C1)OC)CC